COC1=CC2=C(N(C=N2)CC2=CC3=C(OC(CO3)C=3C=NC(=CC3)OC)C(=C2)OC)C=C1OC 5,6-dimethoxy-1-((8-methoxy-2-(6-methoxypyridin-3-yl)-2,3-dihydrobenzo[b][1,4]dioxin-6-yl)methyl)-1H-benzo[d]imidazole